COC=1C=C(C=C(C1)OC)C=1C=CC=C2C=NC(=NC12)NC=1C=C(C=O)C=CC1OC 3-((8-(3,5-dimethoxyphenyl)quinazolin-2-yl)amino)-4-methoxybenzaldehyde